tert-butyl (3-(3-(4-bromophenethyl)-1,2,4-oxadiazol-5-yl)propyl)carbamate BrC1=CC=C(CCC2=NOC(=N2)CCCNC(OC(C)(C)C)=O)C=C1